C(CC1=CC=CC=C1)C=1N(C=CN1)C1=CC=C(C=C1)C=1C2=C(NC(CN1)=O)C1=CC=CC=C1C=C2 5-[4-(2-phenethyl-1H-imidazol-1-yl)phenyl]-1H-naphtho[1,2-e][1,4]diazepin-2(3H)-one